C(C1=CC=CC=C1)ON1N=C(C=C1)C1=CC(N(CC1)C(=O)OC(C)(C)C)C tert-butyl 4-(1-(benzyloxy)-1H-pyrazol-3-yl)-2-methyl-5,6-dihydropyridine-1(2H)-carboxylate